(2R,4R)-4-METHYLHEX-5-ENE-2-SULFONAMIDE C[C@H](C[C@@H](C)S(=O)(=O)N)C=C